COC1=C(C(=CC(=C1)C=CC)OC)OC 1,2,3-trimethoxy-5-[1-propen-1-yl]benzene